Ethyl 3,4-di-O-benzyl-2-O-benzoyl-6-O-triisopropylsilyl-α-D-mannopyranosyl-(1→6)-2,3,4-tri-O-benzyl-1-thio-α-D-mannopyranoside C(C1=CC=CC=C1)O[C@@H]1[C@@H]([C@H](O[C@@H]([C@H]1OCC1=CC=CC=C1)CO[Si](C(C)C)(C(C)C)C(C)C)OC[C@@H]1[C@H]([C@@H]([C@@H]([C@@H](SCC)O1)OCC1=CC=CC=C1)OCC1=CC=CC=C1)OCC1=CC=CC=C1)OC(C1=CC=CC=C1)=O